4-((4-aminophenyl)methyl)-2-naphthylaniline NC1=CC=C(C=C1)CC1=CC(=CC2=CC=CC=C12)NC1=CC=CC=C1